tert-butyl-N-[(4-propan-2-yloxyphenyl)-methyl]carbamate C(C)(C)(C)OC(NCC1=CC=C(C=C1)OC(C)C)=O